C(=C)OCCC1C(CCC)O1 vinyl-3,4-epoxyheptylether